monohydroxy-cholesterol OC=1C[C@H]2[C@@H]3CC[C@H]([C@@H](CCCC(C)C)C)[C@]3(CC[C@@H]2[C@]2(CC[C@@H](CC12)O)C)C